P(OC1=C(C(=C(C(=C1C1=C(C=C(C=C1)C(C)(C)C)C(C)(C)C)C1=C(C=C(C=C1)C(C)(C)C)C(C)(C)C)C1=CC=C(C=C1)OP[O-])C1=C(C=C(C=C1)C(C)(C)C)C(C)(C)C)C1=C(C=C(C=C1)C(C)(C)C)C(C)(C)C)[O-] tetrakis(2,4-di-tert-butylphenyl)[1,1-biphenyl]-4,4'-diyl bisphosphonite